Cl.Cl.ClC1=C(C=CC=C1Cl)N1CCN(CC1)CCCCOC1=CC=C2C=CC(NC2=C1)=O 7-(4-(4-(2,3-dichlorophenyl)piperazin-1-yl)butoxy)-quinolin-2-one dihydrochloride